5,6-dimethyl-1H-benzimidazole-2-thione CC1=CC2=C(NC(N2)=S)C=C1C